C[Si](C)(C)N1C=CC(C=C1)=C1C=CNC=C1 trimethylsilyl-1,1'-dihydro-4,4'-bipyridinylidene